C(\C=C\C(=O)OC1(CCC1)C1=NC=C(C=C1)Br)(=O)OCC1C2=CC=CC=C2C=2C=CC=CC12 (9H-fluoren-9-yl)methyl (1-(5-bromopyridin-2-yl)cyclobutyl) fumarate